2-cyano-2-methyl-propanoic acid C(#N)C(C(=O)O)(C)C